tert-butyl (2S,4S)-2-(cyanomethyl)-4-(6-fluoro-8-methyl-4-(methylthio)-7-(2-(trifluoromethyl) phenyl)-1H-[1,2,3]triazolo[4,5-c]quinolin-1-yl)piperidine-1-carboxylate C(#N)C[C@H]1N(CC[C@@H](C1)N1N=NC=2C(=NC=3C(=C(C(=CC3C21)C)C2=C(C=CC=C2)C(F)(F)F)F)SC)C(=O)OC(C)(C)C